1-bromo-3-chloro-5,5-diethylhydantoin BrN1C(=O)N(C(=O)C1(CC)CC)Cl